FC=1C=CC=C2NC(C=3N(C12)N=CC3C)=O 9-fluoro-3-methylpyrazolo[1,5-a]quinoxaline-4(5H)-one